4-(4-amino-6-(4-propiolamidophenyl)pyrazolo[5,1-f][1,2,4]triazin-5-yl)-2-methoxy-N-(1-(trifluoromethyl)cyclopropyl)benzamide NC1=NC=NN2C1=C(C(=N2)C2=CC=C(C=C2)NC(C#C)=O)C2=CC(=C(C(=O)NC1(CC1)C(F)(F)F)C=C2)OC